2-amino-N-(6-(5-fluoro-2-methylphenyl)-5-(trifluoromethyl)pyridin-2-yl)pyridine-4-sulfonamide NC1=NC=CC(=C1)S(=O)(=O)NC1=NC(=C(C=C1)C(F)(F)F)C1=C(C=CC(=C1)F)C